3-methyl-7-vinyldibenzo[b,f][1,4]oxazepin-11(10H)-one CC1=CC2=C(C(NC3=C(O2)C=C(C=C3)C=C)=O)C=C1